FC=1C=C(C=C2CC(CC12)C=O)C1(N(CCC1)C)C(=O)N (7-fluoro-2-formyl-indan-5-yl)-1-methyl-pyrrolidine-2-carboxamide